COC(C(CCC)(C)C)=O 2,2-dimethylpentanoic acid methyl ester